[N-]=C=O.[N-]=C=O.ClC1=C(C=C(C=C1Cl)C)C 4,5-dichloro-m-xylene diisocyanate